NC1=C(C=C(C=C1)C1=CC=C(C=C1)F)NC(C1=CC=C(C=C1)S(=O)(=N)C=1C(=NC=CC1)C)=O N-[2-amino-5-(4-fluorophenyl)phenyl]-4-[(2-methyl-3-pyridyl)sulfonimidoyl]benzamide